pentachloroterephthalonitrile ClC1(C(C(C#N)(C=CC1C#N)Cl)(Cl)Cl)Cl